1-(1-dodecyl)-3-methylimidazolium C(CCCCCCCCCCC)N1C=[N+](C=C1)C